CC1(OC=2C=C(C=CC2C=2C1=NC(=NC2)NC2=CC1=C(OCCN1C(=O)NC)N=C2)N2N=NC=C2C)C 7-{[5,5-dimethyl-8-(5-methyl-1H-1,2,3-triazol-1-yl)-5H-chromeno[3,4-d]pyrimidin-3-yl]amino}-N-methyl-1H,2H,3H-pyrido[2,3-b][1,4]oxazine-1-carboxamide